Ethanolamine choline OCC[N+](C)(C)C.C(O)CN